1-methyl-3-(2-methyl-5-((3-(3-(trifluoromethyl)phenyl)oxetan-3-yl)amino)phenyl)-7-(methylsulfinyl)-3,4-dihydropyrimido[4,5-d]pyrimidin-2(1H)-one CN1C(N(CC=2C1=NC(=NC2)S(=O)C)C2=C(C=CC(=C2)NC2(COC2)C2=CC(=CC=C2)C(F)(F)F)C)=O